tert-Butyl 2-hydroxy-2-(2-(hydroxymethyl)-3-(pyridin-3-yl)phenyl)ethyl(methyl)carbamate OC(CN(C(OC(C)(C)C)=O)C)C1=C(C(=CC=C1)C=1C=NC=CC1)CO